FC1=CC=C2C(=C(C=NC2=C1C1=C(C(=CC=C1)OC)F)NC(=O)C1=CC=NC2=CC=CC=C12)N1CCOCC1 N-(7-fluoro-8-(2-fluoro-3-methoxyphenyl)-4-morpholinoquinolin-3-yl)quinoline-4-carboxamide